(S)-2-(3-(3-((3,3-dimethylbutan-2-yl)carbamoyl)-1H-pyrazol-5-yl)phenyl)-N-(pentan-3-yl)oxazole-5-carboxamide CC([C@H](C)NC(=O)C1=NNC(=C1)C=1C=C(C=CC1)C=1OC(=CN1)C(=O)NC(CC)CC)(C)C